tert-Butyl (1S,4S)-5-[[5-(2-chloro-6-methyl-4-pyridyl)-4-(3-cyanophenyl)thiazol-2-yl]carbamoyl]-2,5-diazabicyclo[2.2.1]heptane-2-carboxylate ClC1=NC(=CC(=C1)C1=C(N=C(S1)NC(=O)N1[C@@H]2CN([C@H](C1)C2)C(=O)OC(C)(C)C)C2=CC(=CC=C2)C#N)C